1',1',5',5'-tetramethylhexahydro-2'H,5'H-spiro[[1,3]dioxolane-2,8'-[2,4a]methanonaphthalene] CC1(C2CCC3(C(CCC4(C13)OCCO4)(C)C)C2)C